N-(4-bromo-2-methylbenzyl)-5-(tert-butyl)isoxazole-3-carboxamide BrC1=CC(=C(CNC(=O)C2=NOC(=C2)C(C)(C)C)C=C1)C